[2-[(2R)-3-(3,4-dihydro-1H-isoquinolin-2-yl)-2-hydroxy-propyl]-1-oxo-4,5-dihydro-3H-2-benzazepine-7-yl] trifluoromethanesulfonate FC(S(=O)(=O)OC=1C=CC2=C(CCCN(C2=O)C[C@@H](CN2CC3=CC=CC=C3CC2)O)C1)(F)F